5-Azido-L-Ornithin N(=[N+]=[N-])C(CC[C@H](N)C(=O)O)N